CS(=O)(=O)OCCC=1C=C2N(N=CC=C2C2=CC(=C(C=C2)CNC(=O)C2=NOC(=N2)C(C)(C)C)C)C1 2-[4-[4-[[(5-tert-butyl-1,2,4-oxadiazole-3-carbonyl)amino]methyl]-3-methyl-phenyl]pyrrolo[1,2-b]pyridazin-6-yl]ethyl methanesulfonate